2-Fluoro-4-aminophenol FC1=C(C=CC(=C1)N)O